C(=O)N1C[C@H](OC2=C(C1)C=CC(=C2)C(=O)OC)C Methyl (R)-4-formyl-2-methyl-2,3,4,5-tetrahydrobenzo[f][1,4]oxazepine-8-carboxylate